S(=O)(=O)=NC(C1=C(C=CC=C1)OC=1C=C2C(=NC1)NC=C2)=O sulfonyl-2-(1H-pyrrolo[2,3-B]pyridin-5-yloxy)benzamide